CN1C(NC=2N=NC=3C=CC=CC3C21)=O methyl-1H-imidazo[4,5-c]cinnolin-2(3H)-one